1-[(2R,3R)-3-Amino-2-(2-chloro-5-fluoro-3-methylphenyl)pyrrolidin-1-yl]-2-[3-cyclopropyl-5-(trifluoromethyl)-1H-pyrazol-1-yl]ethanone hydrochloride Cl.N[C@H]1[C@H](N(CC1)C(CN1N=C(C=C1C(F)(F)F)C1CC1)=O)C1=C(C(=CC(=C1)F)C)Cl